1-(3-fluoro-4-methoxy-phenyl)azetidine-3-carbaldehyde FC=1C=C(C=CC1OC)N1CC(C1)C=O